C1(=CC=CC=C1)C1=C(C(=NC2=CC=CC=C12)OCC=C)C(\C=C\C=1C=NC=NC1)=O (2E)-1-[4-phenyl-2-(prop-2-en-1-yloxy)quinolin-3-yl]-3-(pyrimidin-5-yl)prop-2-en-1-one